tert-butyl (3-(3-(5-(4-chloro-3-fluorophenyl)-1H-imidazol-2-yl)-1H-indazole-5-carboxamido)propyl)carbamate ClC1=C(C=C(C=C1)C1=CN=C(N1)C1=NNC2=CC=C(C=C12)C(=O)NCCCNC(OC(C)(C)C)=O)F